BrC=1C(=NC(=C(C1)[N+](=O)[O-])C)N1N=CC=N1 3-bromo-6-methyl-5-nitro-2-(2H-1,2,3-triazol-2-yl)pyridine